6-acetamido-N-((5-((3-cyanobenzyl)oxy)-7-((2-methyl-[1,1'-biphenyl]-3-yl)methoxy)-2,3-dihydro-1H-inden-4-yl)methyl)hexanamide C(C)(=O)NCCCCCC(=O)NCC1=C2CCCC2=C(C=C1OCC1=CC(=CC=C1)C#N)OCC=1C(=C(C=CC1)C1=CC=CC=C1)C